7-fluoro-4-(4-ethyl-(2-hydroxyethyl)-amino-1-methylbutylamino)quinoline FC1=CC=C2C(=CC=NC2=C1)N(C(CCCCC)(C)CCO)N